4-bromo-N-[(2R)-2-[(tert-butyldimethylsilyl)oxy]propyl]benzamide BrC1=CC=C(C(=O)NC[C@@H](C)O[Si](C)(C)C(C)(C)C)C=C1